B(O)([O-])O.C(C)(=O)O.[Na+] Sodium acetate hydrogen borate